(R)-N-(5-benzyl-4-cyclobutyl-1-methyl-1H-pyrazol-3-yl)-2-(2,2,3,3-tetrafluorocyclobutyl)acetamide C(C1=CC=CC=C1)C1=C(C(=NN1C)NC(C[C@H]1C(C(C1)(F)F)(F)F)=O)C1CCC1